C(C(=C)C)(=O)OCCN(C1=CC2=C(N=C(O2)C=CC2=CC=C(C=C2)[N+](=O)[O-])C=C1)C 2-(methyl(2-(4-nitrostyryl)benzo[d]oxazol-6-yl)amino)ethyl methacrylate